N-(4-(3-(2H-tetrazol-5-yl)indol-1-yl)-5-chloropyrimidin-2-yl)-6-methoxy-2-methyl-1,2,3,4-tetrahydroisoquinolin-7-amine N=1NN=NC1C1=CN(C2=CC=CC=C12)C1=NC(=NC=C1Cl)NC1=C(C=C2CCN(CC2=C1)C)OC